FC1=C(C=C(C=C1)C(F)(F)F)B(O)O (2-fluoro-5-(trifluoromethyl)-phenyl)-boronic acid